[1,2]benzoxazoline-4-carboxylic acid O1N=CC=2C1=CC=CC2C(=O)O